[N+](=O)([O-])C1=CC(=NC=C1)C(=O)N1CC2(CC1)C(NC(CC2)=O)=O 2-(4-nitropicolinoyl)-2,7-diazaspiro[4.5]decane-6,8-dione